[Pd](Cl)Cl.C1=CC=CCCCC1 (cyclooctadiene) palladium (II) dichloride